(R)-3-(((S)-3-butyl-3-ethyl-5-(4-fluorophenyl)-7-(methylsulfanyl)-1,1-dioxo-2,3,4,5-tetrahydro-1,5-benzothiazepin-8-yl)oxy)-2-hydroxypropionic acid C(CCC)[C@@]1(CS(C2=C(N(C1)C1=CC=C(C=C1)F)C=C(C(=C2)OC[C@H](C(=O)O)O)SC)(=O)=O)CC